4-((2S,5R)-4-((3-cyclopropyl-1,2,4-oxadiazole-5-yl)(4-fluorophenyl)methyl)-2,5-dimethylpiperazin-1-yl)-1-methyl-2-oxo-1,2-dihydropyrido[3,2-d]pyrimidine-6-carbonitrile C1(CC1)C1=NOC(=N1)C(N1C[C@@H](N(C[C@H]1C)C=1C2=C(N(C(N1)=O)C)C=CC(=N2)C#N)C)C2=CC=C(C=C2)F